tetrahydro-1H-pyrido[3,4-b]Indole-1-carboxylate C1(NCCC2C1=NC1=CC=CC=C21)C(=O)[O-]